BrC=1C2=CN(N=C2C=C(C1)NC(OC(C)(C)C)=O)CC1=CC=C(C=C1)F tert-butyl (4-bromo-2-(4-fluorophenylmethyl)-2H-indazol-6-yl)carbamate